2-Ethoxy-5-(phenylselanyl)-6-(p-tolyl)-3,4-dihydro-1,2-oxaphosphinine 2-oxide C(C)OP1(OC(=C(CC1)[Se]C1=CC=CC=C1)C1=CC=C(C=C1)C)=O